2-(4,6-dimethylpyridin-3-yl)pyrimidine CC1=C(C=NC(=C1)C)C1=NC=CC=N1